4-[2-amino-4-ethyl-5-(2-methyl-4-pyridyl)-3-pyridyl]phenol NC1=NC=C(C(=C1C1=CC=C(C=C1)O)CC)C1=CC(=NC=C1)C